ethyl 3-{[2-cyano-4-fluoro-5-(trifluoromethyl)phenyl]amino}-3-oxopropanoate C(#N)C1=C(C=C(C(=C1)F)C(F)(F)F)NC(CC(=O)OCC)=O